O1CCN(CC1)C1=CC=C(C=N1)NC1=NN2C(C=CC=C2OC=2C=C(C=CC2)C(C(=O)N)=C)=N1 (3-(2-(6-morpholinopyridin-3-ylamino)-[1,2,4]triazolo[1,5-a]pyridin-5-yloxy)phenyl)acrylamide